FC(C(=O)O)(F)F.C1(CC1)C1=CN=C(N1)C1=NC=CC(=C1)C=1C=NC=C(C1)S(=O)(=O)C 2'-(5-Cyclopropyl-1H-imidazol-2-yl)-5-(methylsulfonyl)-3,4'-bipyridine trifluoroacetate salt